F[Sb-](F)(F)(F)(F)F.C1(=CC=CC=C1)[SH+]C1=CC=CC=C1 Diphenylsulfonium hexafluoroantimonate